C(=O)C1=C(C=C(C=C1)N1C(N=C(C=C1)NC(=O)N1CCN(CC1)C(C(C)(C)NC(OC(C)(C)C)=O)=O)=O)OC tert-butyl (1-(4-((1-(4-formyl-3-methoxyphenyl)-2-oxo-1,2-dihydropyrimidin-4-yl)carbamoyl)piperazin-1-yl)-2-methyl-1-oxopropan-2-yl)carbamate